2-benzyl-2-dimethylamino-1-(4-morpholinophenyl)propan-1-one C(C1=CC=CC=C1)C(C(=O)C1=CC=C(C=C1)N1CCOCC1)(C)N(C)C